[Na+].CC1=C(C=CC=C1)S(=O)(=O)[O-] methylbenzenesulfonic acid sodium salt